1-acetyl-3-hydroxy-N-{phenyl-[4-(prop-2-yl)phenyl]methyl}pyrrolidine-2-carboxamide C(C)(=O)N1C(C(CC1)O)C(=O)NC(C1=CC=C(C=C1)C(C)C)C1=CC=CC=C1